COC=1C(=CC=C2C=NN(C12)C1CCOCC1)NC(OC(C)(C)C)=O Tert-butyl (7-methoxy-1-(tetrahydro-2H-pyran-4-yl)-1H-indazol-6-yl)carbamate